4-(methylamino)-3-nitro-1-phenyl-7-((2,2,2-trifluoroethyl)amino)-1,8-naphthyridin-2(1H)-one CNC1=C(C(N(C2=NC(=CC=C12)NCC(F)(F)F)C1=CC=CC=C1)=O)[N+](=O)[O-]